4,4,5,5-tetramethyl-2-(2-morpholino-1,3-benzoxazol-6-yl)-1,3,2-dioxaborolane CC1(OB(OC1(C)C)C1=CC2=C(N=C(O2)N2CCOCC2)C=C1)C